1-heptanesulfonic acid C(CCCCCC)S(=O)(=O)O